CC1(OB(OC1(C)C)C=1C=C2C=CC(=CC2=CC1)C(=O)OC)C methyl 6-(4,4,5,5-tetramethyl-1,3,2-dioxaborolan-2-yl)-2-naphthoate